C(C)(C)C1(N(C(=C(N1C)C1=CC(=CC=C1)OC)C1=CC(=CC=C1)OC)C)C1(N(C(=C(N1C)C1=CC(=CC=C1)OC)C1=CC(=CC=C1)OC)C)C(C)C 2,2'-diisopropyl-4,4',5,5'-tetrakis(3-methoxyphenyl)-1,1',3,3'-tetramethyl-2,2',3,3'-tetrahydro-1H,1'H-2,2'-biimidazol